4-amino-N-[6-[4-(difluoromethylene)-1-piperidinyl]-5-(trifluoromethyl)-2,3-dihydrobenzofuran-3-yl]-7-fluoro-N-methylimidazo[1,5-a]quinoxaline-8-carboxamide NC=1C=2N(C3=CC(=C(C=C3N1)F)C(=O)N(C)C1COC3=C1C=C(C(=C3)N3CCC(CC3)=C(F)F)C(F)(F)F)C=NC2